3-(8-Cyanoquinolin-5-yl)-5-methyl-3-azabicyclo[3.1.0]hexane-1-carboxylic acid C(#N)C=1C=CC(=C2C=CC=NC12)N1CC2(CC2(C1)C)C(=O)O